C(C1=CC=CC=C1)OC(=O)N1CCC(CC1)OS(=O)(=O)C.N1CCC(CC1)OC=1C=C(C=CC1)S(=O)(=O)N1CCC(CC1)NC(OC(C)(C)C)=O tert-Butyl (1-((3-(piperidin-4-yloxy)phenyl)sulfonyl)piperidin-4-yl)carbamate Benzyl-4-((methylsulfonyl)oxy)piperidine-1-carboxylate